CC1=C(C=CC=C1)NC(=O)N N-(methylphenyl)urea